C(#N)C1(CCN(CC1)C(=O)NC=1SC(=C(N1)C1=CC(=CC=C1)C#N)C1=CC(=NC(=C1)C1COC1)CC)CC 4-cyano-N-[4-(3-cyanophenyl)-5-[2-ethyl-6-(oxetan-3-yl)-4-pyridyl]thiazol-2-yl]-4-ethyl-piperidine-1-carboxamide